2-[(3S,4S)-4-amino-3-methyl-2-oxa-8-aza-spiro[4.5]decan-8-yl]-5-(4-chloro-2-ethyl-2H-indazol-5-yl)-3-methyl-3H,4H,7H-pyrrolo[2,3-d]pyrimidin-4-one N[C@@H]1[C@@H](OCC12CCN(CC2)C=2N(C(C1=C(N2)NC=C1C1=C(C2=CN(N=C2C=C1)CC)Cl)=O)C)C